BrC1=CC=C(C=C1)NC(C1=CC(=C(C=C1)C#N)C#N)=O N-(4-bromophenyl)-3,4-dicyanobenzamide